NC=1C=2N(C=CC1)C(=CN2)N2C[C@@H](CC2)C=2C=C(C(=O)NC=1C=NC=C(C1)C(F)(F)F)C=CC2C (S)-3-(1-(8-aminoimidazo[1,2-a]pyridin-3-yl)pyrrolidin-3-yl)-4-methyl-N-(5-(trifluoromethyl)pyridin-3-yl)benzamide